COC=1C=CC(=NC1[C@@H]1[C@H](C1)C(=O)O)C=1C=NC=C(C1)CCC1=CC=C(C=C1)OC(F)(F)F (1S,2S)-2-(5-methoxy-5'-{2-[4-(trifluoromethoxy)phenyl]ethyl}-2,3'-bipyridin-6-yl)cyclopropanecarboxylic acid